Cl.COC=1C=C(C=CC1OC)C=1NC2=CC(=C(C=C2C1C(C)C)C1CCNCC1)C 2-(3,4-dimethoxyphenyl)-3-isopropyl-6-methyl-5-(piperidin-4-yl)-1H-indole hydrochloride